CC1C(O1)[Si](OC)(OC)OC (3-epoxypropyl)trimethoxysilane